C(C)(=O)N[C@H](COCC1=CC=CC=C1)C(=O)N1CCN(CC1)C(\C(=C\C1=CC(=C(C=C1)O)O)\C#N)=O (E)-4-(N-acetyl-O-benzyl-D-serinyl)-1-(α-cyano-3-(3,4-dihydroxyphenyl)acryloyl)piperazine